C(C)(C)(C)OC(=O)N[C@H](C(=O)O)CC1=CC=C(C=C1)[N+](=O)[O-] (S)-2-((tert-butoxycarbonyl)amino)-3-(4-nitrophenyl)propionic acid